2-{6-[3-(tert-butylamino)pyrrolidin-1-yl]-1,2,4-triazin-3-yl}-5-(1H-pyrazol-4-yl)phenol C(C)(C)(C)NC1CN(CC1)C1=CN=C(N=N1)C1=C(C=C(C=C1)C=1C=NNC1)O